3,4-dichloro-phenyl 1-thio-α-D-galactopyranoside S([C@@H]1[C@H](O)[C@@H](O)[C@@H](O)[C@H](O1)CO)C1=CC(=C(C=C1)Cl)Cl